4-methyl-1-(3-sulfopropyl)-pyridinium CC1=CC=[N+](C=C1)CCCS(=O)(=O)O